1-butyl-2,3-dimethylimidazole tetrafluorophosphate P(=O)(O)(O)F.P(=O)(O)(O)F.P(=O)(O)(O)F.P(=O)(O)(O)F.C(CCC)N1C(N(C=C1)C)C